5-azido-2-[(E)-3-(4-hydroxyphenyl)prop-2-enoyl]benzenesulfonate N(=[N+]=[N-])C=1C=CC(=C(C1)S(=O)(=O)[O-])C(\C=C\C1=CC=C(C=C1)O)=O